CC1=C(C(=O)P(O)(=O)C(C2=C(C=C(C=C2C)C)C)=O)C(=CC(=C1)C)C bis(2,4,6-trimethylbenzoyl)-phosphinic acid